4-(9H-carbazolyl)aniline C1(=CC=CC=2C3=CC=CC=C3NC12)C1=CC=C(N)C=C1